methoxy-N-methyl-1-(trifluoromethyl)cyclopropanecarboxamide COC1C(C1)(C(=O)NC)C(F)(F)F